N-(1-isopropylpiperidin-4-yl)-2-morpholino-7-(3-(pyrrolidin-1-yl)propyl)-7H-pyrrolo[2,3-d]pyrimidin-4-amine C(C)(C)N1CCC(CC1)NC=1C2=C(N=C(N1)N1CCOCC1)N(C=C2)CCCN2CCCC2